2-[1-(2,2-difluoroethyl)-1H-pyrazolo[3,4-b]pyrazin-6-yl]-6-[2-(trifluoromethyl)pyridin-4-yl]-2,6-diazaspiro[3.4]octan-7-one FC(CN1N=CC=2C1=NC(=CN2)N2CC1(C2)CN(C(C1)=O)C1=CC(=NC=C1)C(F)(F)F)F